ClC1=C(C=CC(=C1F)Cl)C(CC#N)=O 3-(2,4-dichloro-3-fluoro-phenyl)-3-oxo-propionitrile